Br[C@H](C)C1OC1 2-((R)-1-bromoethyl)oxirane